O1C(=NC=C1)CNC(=O)C1=C(C2=C(CCC3=CN(N=C23)CC2=NC=CC=C2)O1)C(F)(F)F N-(1,3-oxazol-2-ylmethyl)-2-(pyridin-2-ylmethyl)-8-(trifluoromethyl)-4,5-dihydro-2H-furo[2,3-g]indazole-7-carboxamide